6-cyclopropyl-3-ethylsulfonyl-pyrazolo[1,5-a]pyridine-2-carboxylic acid C1(CC1)C=1C=CC=2N(C1)N=C(C2S(=O)(=O)CC)C(=O)O